(E)-1H-quinolin-2-one N1C(C=CC2=CC=CC=C12)=O